(3-dimethylamino-pyrrolidin-1-yl-imino-methyl)-benzamide CN(C1CN(CC1)C(=N)C1=C(C(=O)N)C=CC=C1)C